5-amino-3-(but-3-en-1-ylamino)pyrazine-2-carbonitrile NC=1N=C(C(=NC1)C#N)NCCC=C